diphenylmethylnorbornene C1(=CC=CC=C1)C(C1=CC=CC=C1)C12C=CC(CC1)C2